4-FORMYLCINNAMIC ACID C(=O)C1=CC=C(C=CC(=O)O)C=C1